tert-butyl (4-cyanobicyclo[2.2.2]octan-1-yl)carbamate C(#N)C12CCC(CC1)(CC2)NC(OC(C)(C)C)=O